COCCNC(=O)C1=CC2=C(N(C(=N2)NC=2SC3=C(N2)C=CC(=C3)OC(F)(F)F)C3CN(CC3)C)C=C1 N-(2-methoxyethyl)-1-(1-methylpyrrolidin-3-yl)-2-((6-(trifluorometh-oxy)benzo[d]thiazol-2-yl)amino)-1H-benzo-[d]imidazole-5-carboxamide